(R)-2-(2-hydroxypropan-2-yl)-N'-((2,3,5,6-tetramethylpyridin-4-yl)carbamoyl)thiazole-5-sulfonimidamide OC(C)(C)C=1SC(=CN1)[S@@](=O)(N)=NC(NC1=C(C(=NC(=C1C)C)C)C)=O